C(C)C=1C(NC=2C=C(C=NC2C1)CN1CCC(=CC1)C1=CC=C(N=N1)C(=O)NC)=O 6-(1-((7-ethyl-6-oxo-5,6-dihydro-1,5-naphthyridin-3-yl)methyl)-1,2,3,6-tetrahydropyridin-4-yl)-N-methylpyridazine-3-carboxamide